FC1=C(C=CC=C1)C=1N(C2=C(C=NC(=C2)N2N=CC=N2)N1)C1CC(CCC1)N 3-(2-(2-fluorophenyl)-6-(2H-1,2,3-triazol-2-yl)-1H-imidazo[4,5-c]pyridin-1-yl)cyclohexan-1-amine